1,5-dibromo-2,3-dichlorobenzene BrC1=C(C(=CC(=C1)Br)Cl)Cl